Cl\C(\C=1C=C2CN(CC2=CC1)C(=O)OC(C)(C)C)=N/O tert-Butyl (Z)-5-(chloro(hydroxyimino)methyl)isoindoline-2-carboxylate